2,4-bis(benzyloxy)-5-bromobenzoic acid methyl ester COC(C1=C(C=C(C(=C1)Br)OCC1=CC=CC=C1)OCC1=CC=CC=C1)=O